C(C)(C)N(C(CC(C)=O)=O)C1=C(C=C(C=C1)C1=NC=C(C(=O)NCC=2C(=NC=CC2)C)C=C1)C 6-(4-(N-isopropyl-3-oxobutanamido)-3-methylphenyl)-N-((2-methylpyridin-3-yl)methyl)nicotinamide